FC(C1=CC=CC(=N1)CN1CC2(C1)CCNCC2)(F)F 2-((6-(trifluoromethyl)pyridin-2-yl)methyl)-2,7-diazaspiro[3.5]nonane